4-(isoquinolinylamino)cyclohexanone C1(=NC=CC2=CC=CC=C12)NC1CCC(CC1)=O